N-[(6'-hydroxy-2',6'-dimethyl-7'-oxo-6',7'-dihydrospiro[cyclopropane-1,5'-inden]-3'-yl)methyl]sulfuric diamide OC1(C2(C=C3C(=C(C=C3C1=O)C)CNS(N)(=O)=O)CC2)C